trimethoxygallium CO[Ga](OC)OC